C(C)C12C3=C(C(CC1)(C2)O)C(=O)NC3=O ethyl-hydroxyl-exo-norbornene-2,3-dicarboximide